benzenetriamide C1(=C(C(=CC=C1)C(=O)N)C(=O)N)C(=O)N